N1=NC=C(C=C1)C1=NOCCN1 (PYRIDAZIN-4-YL)-5,6-DIHYDRO-4H-1,2,4-OXADIAZINE